(S)-N-(4-(4-amino-1-methyl-7-(6-(trifluoromethyl)pyridin-3-yl)-1H-pyrazolo[4,3-c]pyridin-3-yl)-2-(1-(4-fluorophenyl)ethoxy)phenyl)-1,1-difluoromethanesulfonamide NC1=NC=C(C2=C1C(=NN2C)C2=CC(=C(C=C2)NS(=O)(=O)C(F)F)O[C@@H](C)C2=CC=C(C=C2)F)C=2C=NC(=CC2)C(F)(F)F